ClC1=C(C=CC=C1Cl)C=1C=CC=C2C=C(COC12)C(=O)N[C@H]1CCOC2=CC=CC=C12 8-(2,3-dichlorophenyl)-N-[(4S)-3,4-dihydro-2H-chromen-4-yl]-2H-chromen-3-carboxamide